FC(CNC(=O)C1=CN=C2N1C=C(C=C2)C2=CNC1=NC=C(C=C12)CN1CCN(CC1)C)F N-(2,2-difluoroethyl)-6-(5-((4-methylpiperazin-1-yl)methyl)-1H-pyrrolo[2,3-b]pyridin-3-yl)imidazo[1,2-a]pyridine-3-carboxamide